(S)-2-((5-(4-(5-methyl-1H-1,2,3-triazol-1-yl)phenyl)pyridin-2-yl)amino)-6,6a,7,8-tetrahydro-9H-pyrido[2,3-b]pyrrolo[1,2-d][1,4]oxazin-9-one CC1=CN=NN1C1=CC=C(C=C1)C=1C=CC(=NC1)NC1=CC2=C(OC[C@H]3N2C(CC3)=O)N=C1